BrC=1C(=CC(=C(OCCN(C)C)C1)[N+](=O)[O-])Cl 2-(5-bromo-4-chloro-2-nitrophenoxy)-N,N-dimethylethanamine